NC1=C(N=CN1)C#N 5-Amino-1H-imidazole-4-carbonitrile